(R*)-N5-((1R,5S,6r)-3-oxabicyclo[3.1.0]hexan-6-yl)-N7,3-dimethyl-3-phenyl-2,3-dihydrobenzofuran-5,7-dicarboxamide [C@H]12COC[C@@H]2C1NC(=O)C=1C=C(C2=C([C@](CO2)(C2=CC=CC=C2)C)C1)C(=O)NC |o1:14|